nickel-chromium-boron-silicon-barium [Ba].[Si].[B].[Cr].[Ni]